3-(trifluoromethyl)-5,6,7,8-tetrahydroimidazo[1,5-a]pyrazine-1-carboxylate FC(C1=NC(=C2N1CCNC2)C(=O)[O-])(F)F